C(C)(C)(C)OC(=O)N1CC(NCC1)CF 3-fluoromethyl-piperazine-1-carboxylic acid tert-butyl ester